1-(1-(2-methoxy-4-((4-(3-phenylisoxazolidin-2-yl)-5-(trifluoromethyl)pyrimidine-2-yl)amino)phenyl)piperidin-4-yl)-N1,N2,N2-trimethylethane-1,2-diamine COC1=C(C=CC(=C1)NC1=NC=C(C(=N1)N1OCCC1C1=CC=CC=C1)C(F)(F)F)N1CCC(CC1)C(CN(C)C)NC